P(=O)([O-])([O-])[O-].[Ca+2].[Ca+2].[Ca+2].P(=O)([O-])([O-])[O-] tricalcium phosphate salt